2-{[(1S)-1-(4-{[(3S)-1-Acryloylpyrrolidin-3-yl]oxy}phenyl)ethyl]amino}-8-ethylpyrido[2,3-d]pyrimidin-7(8H)-on C(C=C)(=O)N1C[C@H](CC1)OC1=CC=C(C=C1)[C@H](C)NC=1N=CC2=C(N1)N(C(C=C2)=O)CC